(Trans)-N-ethyl-2-oxo-7-({[(CIS)-4-phenylcyclohexyl]oxy}methyl)-3-oxa-1,8-diazaspiro[5.5]undecane-8-carboxamide C(C)NC(=O)N1C(C2(CCOC(N2)=O)CCC1)CO[C@@H]1CC[C@@H](CC1)C1=CC=CC=C1